COC(NC1=NC=C(C2=CC(=CC=C12)NCC1=CC(=NC=C1)OCC1CC=2N(CC1)C=CN2)Cl)=O.OC2=C(C(C(C1=CC3=CC=CC=C3C=C21)=O)=O)O dihydroxyanthracenedione methyl-N-[4-chloro-6-[[2-(5,6,7,8-tetrahydroimidazo[1,2-a]pyridin-7-ylmethoxy)-4-pyridyl]methylamino]-1-isoquinolyl]carbamate